CC1CCC(CC1)NC(=O)CC(CC(=O)NC1CCC(CC1)C)C(=O)NC1CCC(CC1)C 1,2,3-propanetricarboxylic acid tris(4-methylcyclohexylamide)